OC(CN1CCN(CC1)C(=O)OC(C)(C)C)O tert-butyl 4-(2,2-dihydroxyethyl)piperazine-1-carboxylate